C(C1=CC=CC=C1)N1C[C@](CC1)(N)C1=CC=C(C=C1)Br |r| (±)-1-benzyl-3-(4-bromophenyl)pyrrolidin-3-amine